O[C@H](CNC(=O)C=1SC=C(N1)C=1C=C2C(=NC1)NC(=C2)C2=CC=C(C=C2)F)CO (R)-N-(2,3-dihydroxypropyl)-4-(2-(4-fluorophenyl)-1H-pyrrolo[2,3-b]pyridin-5-yl)-thiazole-2-carboxamide